FC1=CC=C(C=C1)NC(=C1C(CC(CC1=O)C1=CC=C(C=C1)C(F)(F)F)=O)NC1=CC=C(C=C1)F 2-(bis((4-fluorophenyl)amino)methylene)-5-(4-(trifluoromethyl)phenyl)cyclohexane-1,3-dione